NC(C(=O)O)(CCC(=O)N)C 2,5-diamino-2-methyl-5-oxopentanoic acid